OC1(COC1)C1=CC=C(C=C1)C(=O)N1CC2=NN(C(=C2C1)C1=CC=C(C=C1)C(F)(F)F)C (4-(3-hydroxyoxetan-3-yl)phenyl)(2-methyl-3-(4-(trifluoromethyl)phenyl)-2,6-dihydropyrrolo[3,4-c]pyrazol-5(4H)-yl)methanone